Palladium bis(triphenylphosphine) diacetate C(C)(=O)[O-].C(C)(=O)[O-].C1(=CC=CC=C1)P(C1=CC=CC=C1)C1=CC=CC=C1.C1(=CC=CC=C1)P(C1=CC=CC=C1)C1=CC=CC=C1.[Pd+2]